6'-(2-chlorophenyl)-2'-ethoxy-3,4'-bipyridine-3'-carbonitrile ClC1=C(C=CC=C1)C1=CC(=C(C(=N1)OCC)C#N)C=1C=NC=CC1